ClC=1C(=CC2=C(C=3N([C@@H](CO2)CCO)C=C(C(C3)=O)C(=O)O)C1)OCCCOC (R)-2-chloro-7-(2-hydroxyethyl)-3-(3-methoxypropoxy)-11-oxo-6,7-dihydro-11H-benzo[f]pyrido[1,2-d][1,4]oxazepine-10-carboxylic acid